[NH4+].C(C)S ethanethiol ammonium salt